4-(5-(3-((2-(4-ethoxy-4-oxobutanoyl)-6-hydroxybenzo[b]thiophen-5-yl)oxy)propoxy)-6-methoxyisoindolin-2-yl)-4-oxobutanoic acid ethyl ester C(C)OC(CCC(=O)N1CC2=CC(=C(C=C2C1)OCCCOC1=CC2=C(SC(=C2)C(CCC(=O)OCC)=O)C=C1O)OC)=O